methyl 3-((4-ethylphenyl) sulfonylamino)-4-methylbenzoate C(C)C1=CC=C(C=C1)S(=O)(=O)NC=1C=C(C(=O)OC)C=CC1C